2-(4-(tert-butyl)naphthalen-2-yl)-4-chloropyridine C(C)(C)(C)C1=CC(=CC2=CC=CC=C12)C1=NC=CC(=C1)Cl